C(C)(C)(C)OC(=O)N1CCN(CC1)C1=NC=C(C=C1)C1=C2C=CC=NC2=CC(=C1)Cl 4-(5-(7-Chloroquinolin-5-yl)pyridin-2-yl)piperazine-1-carboxylic acid tert-butyl ester